F[C@@H]1CN(CC[C@@H]1NC=1C=2C=C(N(C2C=CC1)CC(F)(F)F)C=1SC(=NN1)CNC1=C(C=C(C=C1)S(=O)(=O)C)OC)C N-[(3R,4S)-3-fluoro-1-methylpiperidin-4-yl]-2-(5-{[(4-methanesulfonyl-2-methoxyphenyl)amino]methyl}-1,3,4-thiadiazol-2-yl)-1-(2,2,2-trifluoroethyl)-1H-indol-4-amine